(R)-2-(3,3-dimethyl-4-(6-oxo-1,6-dihydropyridine-3-carbonyl)piperazin-1-yl)-N-(5-(4-fluorophenoxy)pyridin-2-yl)propanamide CC1(CN(CCN1C(=O)C1=CNC(C=C1)=O)[C@@H](C(=O)NC1=NC=C(C=C1)OC1=CC=C(C=C1)F)C)C